C1=CC=CC=2C3=CC=CC=C3N(C12)C1=CC(=C(C=C1)C1=C(C=C(C=C1)N1C2=CC=CC=C2C=2C=CC=CC12)C)C 4,4'-bis(9-carbazolyl)2,2'-dimethylbiphenyl